monocarboxyl-porphyrin lithium Manganese [Mn].[Li].C(=O)(O)C1=C2NC(=C1)C=C1C=CC(=N1)C=C1C=CC(N1)=CC=1C=CC(N1)=C2